N-((1R,3S)-3-(6-(1H-pyrazol-4-yl)-3H-imidazo[4,5-b]pyridin-3-yl)cyclohexyl)-4-(1-(2,2-difluoroethyl)-1H-pyrazol-4-yl)-5-(trifluoromethyl)pyrimidin-2-amine N1N=CC(=C1)C=1C=C2C(=NC1)N(C=N2)[C@@H]2C[C@@H](CCC2)NC2=NC=C(C(=N2)C=2C=NN(C2)CC(F)F)C(F)(F)F